D-mannopyranosyl-erythritol C1([C@@H](O)[C@@H](O)[C@H](O)[C@H](O1)CO)C([C@H](O)[C@H](O)CO)O